N1CC(CC1)C1=CC=2C(=NC=CC2NC=2C=CC3=C(N=CS3)C2)S1 N-(2-(pyrrolidin-3-yl)thieno[2,3-b]pyridin-4-yl)benzo[d]thiazol-5-amine